2-oxa-1,3,2-dioxaphosphorin O1POCC=C1